C1(CC1)C1=NC=NC(=C1B1OC(C(O1)(C)C)(C)C)OC(C)C 4-cyclopropyl-6-isopropoxy-5-(4,4,5,5-tetramethyl-1,3,2-dioxaborolan-2-yl)pyrimidine